C1(C2=CC=C(C(=O)OCCO1)C=C2)=O 1,2-ethylene terephthalate